ribosyl-aminoimidazole C1([C@H](O)[C@H](O)[C@H](O1)CO)C=1N=C(NC1)N